ClC1=NC=CC(=C1Cl)C1=NC(=C(C=C1)CN(C(OC(C)(C)C)=O)C1CCOCC1)OC tert-butyl ((2',3'-dichloro-6-methoxy-[2,4'-bipyridin]-5-yl)methyl)(tetrahydro-2H-pyran-4-yl)carbamate